1,1-Dimethoxymethyl-1,2,3,4-tetrahydronaphthalene COCC1(CCCC2=CC=CC=C12)COC